NC1=NC=C(C=C1)Cl 2-amino-5-chloropyridine